N,N-dimethyl-1-propan-aminium C[NH+](CCC)C